C(C1=CC=CC=C1)OC(=O)N[C@H](C(=O)OCC1=CC=CC=C1)CNC(=O)OC(C)(C)C benzyl (S)-2-(((benzyloxy)carbonyl)amino)-3-((tert-butoxycarbonyl) amino)propanoate